myrcenediol CC(C)([C@@H](CCC(=C)C=C)O)O